COC(=O)C=1N(N=C(C1N)C)CC 4-amino-2-ethyl-5-methyl-pyrazole-3-carboxylic acid methyl ester